S1N=CN=C1S(=O)(=O)NC1=CC(=C(C(=O)NCC2=C(C=C(C=C2)Cl)N2CCCC2)C=C1F)Cl 4-(N-(1,2,4-Thiadiazol-5-yl)sulfonylamino)-2-chloro-N-(4-chloro-2-(pyrrolidin-1-yl)benzyl)-5-fluoro-benzamide